(S)-3-(1-aminoethyl)-8-chloro-2-(5-(trifluoromethyl)-1H-pyrazol-3-yl)isoquinolin-1(2H)-one N[C@@H](C)C=1N(C(C2=C(C=CC=C2C1)Cl)=O)C1=NNC(=C1)C(F)(F)F